C(CCCCCCCC=CCCCCCCCC)(=O)N[C@@H](CC1=CNC2=CC=CC=C12)C(=O)O N-(9-octadecenoyl)tryptophan